ClC=1C=C(C(=NC1)N1C(O[C@]2(C1)C[C@@](CCC2)(C)CN2C=NC1=C2C=C(C=C1)C#N)=O)F 1-(((5S,7S)-3-(5-chloro-3-fluoropyridin-2-yl)-7-methyl-2-oxo-1-oxa-3-azaspiro[4.5]decane-7-yl)methyl)-1H-benzo[d]imidazole-6-carbonitrile